C6-bromoacetyl-2,2-dimethyl-4H-benzo[1,3]dioxin BrCC(=O)C=1C=CC2=C(COC(O2)(C)C)C1